OCCCCCCCCC(CCCCCCCCC=CCC=CCCCCC)=O 1-hydroxyheptacosa-18,21-dien-9-one